COC(C(=O)C1=CC=CC=C1)(C1=CC=CC=C1)OC dimethoxy-alpha-phenyl-acetophenone